NC1=CC=C(C(=C1C#CCN(C(OC(C)(C)C)=O)C1=NC(=CC=C1[N+](=O)[O-])OC)F)F tert-Butyl (3-(6-amino-2,3-difluorophenyl)prop-2-yn-1-yl)(6-methoxy-3-nitro-pyridin-2-yl)carbamate